7-(4-aminophenyl)-5-aminobenzimidazole NC1=CC=C(C=C1)C1=CC(=CC2=C1N=CN2)N